((R)-1-phenylethyl)propan-2-amine C1(=CC=CC=C1)[C@H](C)CC(C)N